C1(=CC=C(C=C1)NNC(=O)C=1C(=NN(C1)C=1SC=CN1)CC)C N'-(p-tolyl)-3-ethyl-1-(thiazol-2-yl)-1H-pyrazole-4-carbohydrazide